(4-(1-adamantyl)-6-hydroxy-benzo[c][1,2]benzoxaborinin-2-yl)tripropylsilane C12(CC3CC(CC(C1)C3)C2)C2=CC(=CC=3C1=C(B(OC32)O)C=CC=C1)[Si](CCC)(CCC)CCC